S1C(=CC2=C1C=CC=C2)C2=CC=C1C=CC(=CC1=C2)N(C2=CC=C(C=C2)C=2C=CC1=C(OC3=C1C=CC=C3)C2)C2=CC=C(C=C2)C=2OC3=C(N2)C=CC=C3 (7-benzothien-2-yl-naphthalen-2-yl)-(4-benzoxazol-2-yl-phenyl)-(4-dibenzofuran-3-yl-phenyl)amine